(S)-4-(5-(3-((2-(3-carboxybutanoyl)-6-methoxybenzo[b]thiophen-5-yl)oxy)propoxy)-4-fluoro-6-methoxybenzo[b]thiophen-2-yl)-2,2-dimethyl-4-oxobutanoic acid C(=O)(O)[C@H](CC(=O)C1=CC2=C(S1)C=C(C(=C2)OCCCOC2=C(C1=C(SC(=C1)C(CC(C(=O)O)(C)C)=O)C=C2OC)F)OC)C